4-((tert-butoxycarbonyl) amino)-5-oxopentanoate C(C)(C)(C)OC(=O)NC(CCC(=O)[O-])C=O